5-(2-((2-(4-methylpiperazin-1-yl)pyridin-4-yl)amino)-7H-pyrrolo[2,3-d]pyrimidin-5-yl)-N-(pyridin-3-yl)pyrazolo[1,5-a]pyridine-3-carboxamide CN1CCN(CC1)C1=NC=CC(=C1)NC=1N=CC2=C(N1)NC=C2C2=CC=1N(C=C2)N=CC1C(=O)NC=1C=NC=CC1